CN1CCC(CC1)CC(=O)N1CC(CC(C1)C1=C2C=CC=NC2=C(C=C1)C(F)(F)F)C 2-(1-methyl-piperidin-4-yl)-1-[3-methyl-5-(8-trifluoromethyl-quinolin-5-yl)-piperidin-1-yl]-ethanone